O=C1N(CC2=C1C=NC=C2)C21CC3(CC(CC(C2)C3)C1)NC(C1=CN=CC=C1)=O N-[3-(3-Oxo-1,3-dihydro-pyrrolo[3,4-c]pyridin-2-yl)-adamantan-1-yl]-nicotinamide